2-hydroxy-2-(indol-3-ylmethyl)-4-aminopentanedioic acid OC(C(=O)O)(CC(C(=O)O)N)CC1=CNC2=CC=CC=C12